CN(C1=CC=C(C=C1)C=1SC2=C([N+]1C)C=CC(=C2)C)C 2-[4-(dimethylamino)phenyl]-3,6-dimethyl-1,3-benzothiazol-3-ium